1-(5-(1,1-difluoroethyl)pyridin-3-yl)-3-(2-(1-methyl-1H-imidazo[1,2-b]pyrazole-7-carbonyl)-2-azaspiro[3.3]heptan-6-yl)urea FC(C)(F)C=1C=C(C=NC1)NC(=O)NC1CC2(CN(C2)C(=O)C2=C3N(N=C2)C=CN3C)C1